N1(CCC1)S(=O)(=O)N1CC=2N=C(SC2C1)NC(C1=CN=C(C=C1C1=C(C=CC(=C1)C#N)OC)C)=O N-(5-(azetidin-1-ylsulfonyl)-5,6-dihydro-4H-pyrrolo[3,4-d]thiazol-2-yl)-4-(5-cyano-2-methoxyphenyl)-6-methylnicotinamide